C(CCC)N(CCO)CC=1C=C(C(=O)NCC(C2=CC=CC=C2)=O)C=CC1 3-((butyl-(2-hydroxyethyl)amino)methyl)-N-(2-oxo-2-phenylethyl)benzamide